6-cyclopropyl-2-[[(2SR,3RS)-2-methyltetrahydrofuran-3-yl]amino]pyridine-3-carbonitrile C1(CC1)C1=CC=C(C(=N1)N[C@H]1[C@@H](OCC1)C)C#N |r|